FC(C(=O)O)(F)F.FC(C(=O)O)(F)F.NC1=CC=C(C(=N1)C)CNC(=O)[C@H]1N(C(OC1)=O)C(=O)[C@@H]1NC[C@H](C1)CC1=CC=CC=C1 (S)-N-((6-amino-2-methylpyridin-3-yl)methyl)-3-((2R,4S)-4-benzylpyrrolidine-2-carbonyl)-2-oxooxazolidine-4-carboxamide bis-trifluoroacetate